methyl 3-bromo-4-(3-hydroxy-2,2-dimethyl-propoxy)benzoate BrC=1C=C(C(=O)OC)C=CC1OCC(CO)(C)C